CC1(OB(OC1(C)C)C=1C=CC2=C(OC3=C2C=CC=C3N3C2=CC=CC=C2C=2C=CC=CC32)C1N1C3=CC=CC=C3C=3C=CC=CC13)C 9,9'-(3-(4,4,5,5-tetramethyl-1,3,2-dioxaborolan-2-yl)dibenzo[b,d]furan-4,6-diyl)bis(9H-carbazole)